C1=CC=C2C(=C1)C3=C(N2)C=C(C=C3)C4=CC5=C(C=C4)NC6=CC=CC=C65 2,3'-bicarbazole